N-benzyl-2-[[5-[5-(trifluoromethyl)-1,2,4-oxadiazol-3-yl]-2-thienyl]methyl]pyrazole-3-carboxamide C(C1=CC=CC=C1)NC(=O)C=1N(N=CC1)CC=1SC(=CC1)C1=NOC(=N1)C(F)(F)F